ClC=1C=C(C=C(C1)C1=NC(=NC(=N1)C1=CC=CC=C1)C1=CC=CC=C1)C1=NC(=NC(=N1)C1=CC=CC=C1)C1=CC=CC=C1 6,6'-(5-chloro-1,3-phenylene)bis(2,4-diphenyl-1,3,5-triazine)